C12CCC(CC1)N2CC(=O)NC=2N=CC1=CC=C(C=C1C2)C=2C=NN1C2CN(CC1)CCF 2-(7-azabicyclo[2.2.1]heptan-7-yl)-N-(6-(5-(2-fluoroethyl)-4,5,6,7-tetrahydropyrazolo[1,5-a]pyrazin-3-yl)isoquinolin-3-yl)acetamide